OCC(C(\C=C\CCCCCCCCCCCCC)O)NC(CCCCCCC\C=C/CCCCCCCC)=O N-((E)-1,3-dihydroxyoctadec-4-en-2-yl)oleamide